2-((3-chloro-4-(4-hydroxy-3-isopropylbenzyl)-5-methylphenyl)thio)-N-methylacetamide ClC=1C=C(C=C(C1CC1=CC(=C(C=C1)O)C(C)C)C)SCC(=O)NC